ClC=1C(=C(C=C(C1F)C(CC=C)O)S(=O)(=O)NC1=C(C=C(C(=C1)C1=C(C=CC=C1)C=C)F)F)OC 3-Chloro-N-[2,4-difluoro-5-(2-vinylphenyl)phenyl]-4-fluoro-5-(1-hydroxybut-3-enyl)-2-methoxy-benzenesulfonamide